C1=CC=C(C=C1)CNC2=C(C(=NC=N2)Cl)N N4-benzyl-6-chloropyrimidine-4,5-diamine